O-tert-Butyl (S)-(N-(4-((3-chloro-4-fluorophenyl)carbamoyl)-7-fluoro-2,3-dihydro-1H-inden-1-yl)sulfamoyl)(methyl)carbamate ClC=1C=C(C=CC1F)NC(=O)C1=C2CC[C@@H](C2=C(C=C1)F)NS(=O)(=O)N(C(OC(C)(C)C)=O)C